C[C@H](C(=O)N)O (R)-(+)-Lactamide